N1[C@@H](CCCC1)CN(C(OC1=C(C2=C(C(C=C(O2)C2=C(C=CC=C2)Cl)=O)C(=C1)O)[C@@H]1[C@@H](CN(CC1)C)O)=O)CCC 2-(2-chlorophenyl)-5-hydroxy-8-[(3S,4R)-3-hydroxy-1-methylpiperidin-4-yl]-4-oxo-4H-1-benzopyran-7-yl {[(2S)-piperidin-2-yl]methyl}propylcarbamate